C1C2(CN3CCCC13)COC2 tetrahydro-1'H,3'H-spiro[oxetane-3,2'-Pyrrolizine]